(S)-5'-((5-amino-6-chloropyrimidin-4-yl)amino)-4'-(3,4-dimethylpiperazin-1-yl)-2'-fluoro-N,N-dimethyl-[1,1'-biphenyl]-4-carboxamide NC=1C(=NC=NC1Cl)NC=1C(=CC(=C(C1)C1=CC=C(C=C1)C(=O)N(C)C)F)N1C[C@@H](N(CC1)C)C